NC=1CC(=CC2=C(N1)C=C(S2)C#CCCCNC(OC(C)(C)C)=O)C(N(CCC)CCC)=O tert-butyl N-[5-[5-amino-7-(dipropylcarbamoyl)-6H-thieno[3,2-b]azepin-2-yl] pent-4-ynyl]carbamate